2-((4-((R)-2-(4-chloro-2-fluorophenyl)-2H-chromene-8-yl-2-d)piperidin-1-yl)methyl)-3-(((S)-Oxetan-2-yl)methyl)-3H-imidazo[4,5-b]pyridine-5-carboxylic acid ClC1=CC(=C(C=C1)[C@@]1(OC2=C(C=CC=C2C=C1)C1CCN(CC1)CC1=NC=2C(=NC(=CC2)C(=O)O)N1C[C@H]1OCC1)[2H])F